(S)-4-((1-(4-fluorophenyl)but-3-en-1-yl)carbamoyl)-4-hydroxypiperidine-1-carboxylic acid tert-butyl ester C(C)(C)(C)OC(=O)N1CCC(CC1)(O)C(N[C@@H](CC=C)C1=CC=C(C=C1)F)=O